5-[[2-[(2R,5S)-2-(4-hydroxycyclohexyl)-5-methyl-1-piperidyl]-2-oxo-acetyl]amino]pyridine-3-carboxamide OC1CCC(CC1)[C@@H]1N(C[C@H](CC1)C)C(C(=O)NC=1C=C(C=NC1)C(=O)N)=O